7-amino-6-fluoro-4-iodo-3,3-dimethylisoindolin-1-one NC=1C(=CC(=C2C(NC(C12)=O)(C)C)I)F